6-(1-methyl-1H-pyrazol-4-yl)-4-(6-(piperazin-1-yl)pyridin-3-yl)pyrazolo[1,5-a]Pyrazine-3-carbonitrile CN1N=CC(=C1)C=1N=C(C=2N(C1)N=CC2C#N)C=2C=NC(=CC2)N2CCNCC2